NC1=C(C=C(C=N1)NC(C(=O)N1C(CCC(C1)C)C1=CC(=CC(=C1)F)F)=O)C N-(6-amino-5-methylpyridin-3-yl)-2-(2-(3,5-difluorophenyl)-5-methylpiperidin-1-yl)-2-oxoacetamide